N1=C(C=NC2=CC=CC=C12)C1OCC1C(=O)N (quinoxalin-2-yl)oxetane-3-carboxamide